2,5-bis(4-methyl-selenazol-2-yl)thiophene CC=1N=C([Se]C1)C=1SC(=CC1)C=1[Se]C=C(N1)C